(4S,4aS,8aS)-octahydro-4a-hydroxy-4,8a-dimethyl-1(2H)-naphthalone O[C@]12[C@H](CCC([C@]2(CCCC1)C)=O)C